(E)-3,7-dimethyl-2,6-octadienenitrile C\C(=C/C#N)\CCC=C(C)C